BrC=1C=CC2=C(N(N=C2C1)[C@H]1C=C(C(=O)O)O[C@H]([C@@H]1NC(C(C)C)=O)[C@H](O)[C@H](O)CO)C#N 2,6-Anhydro-4-(6-bromo-3-cyano-2H-indazol-2-yl)-3,4,5-trideoxy-5-isobutyramido-D-glycero-D-galacto-non-2-enonic acid